C[C@]1(CNCC1)O (3S)-3-methylpyrrolidin-3-ol